C(C)(C)(C)OC(=O)N1C(CC1)C1=NN(C2=CC=CC(=C12)Cl)C1=CC=C(C=C1)C(F)(F)F (4-chloro-1-(4-(trifluoromethyl)phenyl)-1H-indazol-3-yl)azetidine-1-carboxylic acid tert-butyl ester